C1(=CC=CC=C1)N1C2=CC=CC=C2C=2C=C(C=CC12)C1=CC=2C(C3=CC(=CC=C3C2C=C1)C=1C=CC=2N(C3=CC=CC=C3C2C1)C1=CC=CC=C1)(C1=CC=C(C=C1)C1=C(C2=CC=CC=C2C=C1)C(=O)N)C1=CC=C(C=C1)C1=C(C2=CC=CC=C2C=C1)C(=O)N N'-((2,7-bis(9-phenyl-9H-carbazol-3-yl)-9H-fluorene-9,9-diyl)bis(4,1-phenylene))bis(1-naphthamide)